CC=1N=C2N(N=C(C=C2)C=2N=C3N(C(C2)=O)C=C(C=C3)N3CCNC2(CC2)C3)C1 2-(2-methylimidazo[1,2-b]pyridazin-6-yl)-7-(4,7-diazaspiro[2.5]octan-7-yl)-4H-pyrido[1,2-a]pyrimidin-4-one